N-methyl-N-(3-(3-(methylamino)-1-(thiophen-2-yl)propoxy)phenyl)benzamide CN(C(C1=CC=CC=C1)=O)C1=CC(=CC=C1)OC(CCNC)C=1SC=CC1